FC(C1=C2C=CC(=NC2=NC(=C1)C(F)(F)F)NC=1C=2N(N=C(C1)NC13CC4(CC(CC(C1)C4)(C3)O)O)C(=CN2)C#N)(F)F 8-{[5,7-bis(trifluoromethyl)-1,8-naphthyridin-2-yl]amino}-6-[(3,5-dihydroxyadamantan-1-yl)amino]imidazo[1,2-b]pyridazine-3-carbonitrile